8-bromo-3,6-dimethyl-2-(1-methyl-1H-pyrazol-4-yl)quinazolin-4(3H)-one BrC=1C=C(C=C2C(N(C(=NC12)C=1C=NN(C1)C)C)=O)C